ClC1=CC=C(C=C1)C1=C2C(=C(N=N1)NC1CN(CCC1)C)CN(CC2)C(C)=O 1-(1-(4-chlorophenyl)-4-((1-methylpiperidin-3-yl)amino)-7,8-dihydropyrido[3,4-d]pyridazin-6(5H)-yl)ethan-1-one